ClC=1C=2C(N=C3N(C2C=CC1)C1=CC(=CC=C1C31CCCCC1)C1CCN(CC1)CCCO)=O 4'-chloro-10'-(1-(3-hydroxypropyl)piperidin-4-yl)-5'H-spiro[cyclohexane-1,7'-indolo[1,2-a]quinazolin]-5'-one